(M)-3-bromo-4-((5-fluoropyridin-2-yl)methoxy)-2'-(2-(2-hydroxypropan-2-yl)pyrimidin-4-yl)-5',6-dimethyl-2H-[1,4'-bipyridin]-2-one BrC=1C(N(C(=CC1OCC1=NC=C(C=C1)F)C)C1=CC(=NC=C1C)C1=NC(=NC=C1)C(C)(C)O)=O